FC(=C(OC(C(OC(C(C(F)(F)F)(C#N)F)(F)F)(C(F)(F)F)F)(F)F)F)F Perfluoro(8-cyano-5-methyl-3,6-dioxa-1-nonene)